4-(6,8-difluoro-4-(1,4-dioxa-8-azaspiro[4.5]decan-8-yl)quinoline-3-carbonyl)-N-ethylpiperazine-1-carboxamide FC=1C=C2C(=C(C=NC2=C(C1)F)C(=O)N1CCN(CC1)C(=O)NCC)N1CCC2(OCCO2)CC1